(1-{[(2-Methylpropan-2-yl)oxy]carbonyl}hexahydropyridin-2-yl)acetic acid CC(C)(C)OC(=O)N1C(CCCC1)CC(=O)O